N(=[N+]=[N-])CCOCCOCCOCCOCCOCCOCCC 1-azido-3,6,9,12,15,18-hexaoxaheneicosane